C1=C2C3=CC=4C(=CC3=NC2=CC=C1)C=1C=CC=CC1C4 indeno[1,2-b]Carbazole